C(C)(C)N1C=CC=CC1=O 1-isopropyl-6-oxo-1,6-dihydropyridin